C1=CC=CC=2C3=CC=CC=C3C(C12)COC(=O)NC1(CCCCC1)C(=O)O 1-((((9H-Fluoren-9-yl)methoxy)carbonyl)amino)cyclohexanoic acid